S1C(=NC2=C1C=CC=C2)C(C(C(C)C)Br)=O 1-(benzo[d]thiazol-2-yl)-2-bromo-3-methylbutan-1-one